C(CCCCCCCCCCCCCCC)P(OCC)=O ethyl cetylphosphinate